C(C1=CC=CC=C1)OC=1C=C2CCN(C(C2=CC1OC)\C=C\C1=C(C=CC(=C1)C=1C=NC=NC1)C)C(=O)OC(C)(C)C tert-Butyl 6-(benzyloxy)-7-methoxy-1-{(E)-2-[2-methyl-5-(pyrimidin-5-yl)phenyl]ethenyl}-3,4-dihydroisoquinoline-2(1H)-carboxylate